5-aminopentanoyl-amide NCCCCC(=O)[NH-]